methyl 9-(4-iodophenyl)-6,7-dihydro-5H-benzo[7]annulene-3-carboxylate IC1=CC=C(C=C1)C1=CCCCC2=C1C=CC(=C2)C(=O)OC